CN1C(C=NC2=CC(=CC=C12)C)=O 1,6-dimethylquinoxalinone